ON1C(CC(CC1(C)C)NC(=O)[C@@H](C(C)C)NC(=O)[C@H]1N(CCC1)C(=O)OC(C)(C)C)(C)C Tert-butyl (2S)-2-{[(1R)-1-[(1-oxyl-2,2,6,6-tetramethylpiperidin-4-yl)carbamoyl]-2-methylpropyl]carbamoyl}pyrrolidine-1-carboxylate